F[C@H]1[C@H](C1)C(=O)NC1=CC=C2C(=N1)NC=C2C2=C(C=CC=C2OC)F (1R,2R)-2-fluoro-N-[3-(2-fluoro-6-methoxyphenyl)-1H-pyrrolo[2,3-b]pyridin-6-yl]cyclopropane-1-carboxamide